2-[4-({bis[(1-tert-butyl-1H-1,2,3-triazol-4-yl)methyl]amino}methyl)-1H-1,2,3-triazol-1-yl]ethyl hydrogen sulfate S(=O)(=O)(OCCN1N=NC(=C1)CN(CC=1N=NN(C1)C(C)(C)C)CC=1N=NN(C1)C(C)(C)C)O